triphenyl-siloxyvanadium oxide [O-2].C1(=CC=CC=C1)[V+](O[SiH3])(C1=CC=CC=C1)C1=CC=CC=C1.C1(=CC=CC=C1)[V+](C1=CC=CC=C1)(C1=CC=CC=C1)O[SiH3]